2-{2-[(2S)-2-aminopropyl]-5-chloro-7-[(furan-2-ylmethyl)amino]furo[3,2-b]pyridin-3-yl}-1,3-oxazole-5-carbonitrile N[C@H](CC1=C(C2=NC(=CC(=C2O1)NCC=1OC=CC1)Cl)C=1OC(=CN1)C#N)C